2-bromo-4,5-dihydro-7H-thieno[2',3':3,4]pyrido[1,2-c]pyrimidine BrC1=CC2=C(C=3N(CN=CC3)CC2)S1